ClC1=CC=C(C(=O)NC2N(C(N(S2)CC2=CC=C(C=C2)Cl)=O)COC(C)=O)C=C1 2-{[5-(4-chlorobenzoylamino)-2-[(4-chlorophenyl)methyl]-3-oxo-1,2,4-thiadiazolidin-4-yl]methoxy}-2-oxoethane